FC/1(CN(CC\C1=C/C#CC1=NC(=CC=C1)C)C(=O)OCC)F ethyl (4E)-3,3-difluoro-4-[3-(6-methylpyridin-2-yl)prop-2-yn-1-ylidene]piperidine-1-carboxylate